ClC1=CC(=CC=C1)N 4-chloro-2-aminobenzene